6-(1-(5-methylisoxazol-3-yl)ethyl)quinoline-4-carboxylate CC1=CC(=NO1)C(C)C=1C=C2C(=CC=NC2=CC1)C(=O)[O-]